2-[3-ethylsulfonyl-5-[(E)-2,2,2-trifluoroethoxyiminomethyl]-2-pyridyl]-6-methyl-7-(trifluoromethyl)imidazo[1,2-c]pyrimidin-5-one C(C)S(=O)(=O)C=1C(=NC=C(C1)/C=N/OCC(F)(F)F)C=1N=C2N(C(N(C(=C2)C(F)(F)F)C)=O)C1